(4'-Fluorophenylethynyl)phenol FC1=CC=C(C=C1)C#CC1=C(C=CC=C1)O